C1(CC1)OC1=C(C=C(C(=O)NC)C=C1)C=O 4-CYCLOPROPOXY-3-FORMYL-N-METHYLBENZAMIDE